ClC1=CC=C(C(=N1)C(=O)NS(=O)(=O)C)N[C@H](C)C=1C=C(C=C2C(N(C(=NC12)N1C[C@H](CC1)NC1=NC=C(C=N1)Cl)C)=O)C 6-chloro-3-(((R)-1-(2-((S)-3-((5-chloropyrimidin-2-yl)amino)pyrrolidin-1-yl)-3,6-dimethyl-4-oxo-3,4-dihydroquinazolin-8-yl)ethyl)amino)-N-(methylsulfonyl)picolinamide